tert-butyl (15-((4-((8-cyclopentyl-7-oxo-7,8-dihydropyrido[2,3-d]pyrimidin-2-yl)amino)piperidin-1-yl)-sulfonyl)-3,6,9-trioxa-12-azapentadecyl)carbamate C1(CCCC1)N1C(C=CC2=C1N=C(N=C2)NC2CCN(CC2)S(=O)(=O)CCCNCCOCCOCCOCCNC(OC(C)(C)C)=O)=O